FCCCN1CC(C1)CC1=CC=C(C=C1)C1=C(CCCC2=C1C=CC(=C2)C(=O)O)C2=C(C=CC=C2C(F)(F)F)C 9-(4-((1-(3-fluoropropyl)azetidin-3-yl)methyl)phenyl)-8-(2-methyl-6-(trifluoromethyl)phenyl)-6,7-dihydro-5H-benzo[7]annulene-3-carboxylic acid